ClC1=NC(=NC(=C1[N+](=O)[O-])Cl)OCCC 4,6-dichloro-5-nitro-2-propoxypyrimidine